tert-butyl (4-(methoxy(methyl)amino)-4-oxobutyl)carbamate CON(C(CCCNC(OC(C)(C)C)=O)=O)C